CS(=O)(=O)C1=CC=C(C=C1)NC1=NC=C2C(=N1)N(N=C2)C2C(CCCC2)=O (6-((4-(methylsulfonyl)phenyl)amino)-1H-pyrazolo[3,4-d]pyrimidin-1-yl)cyclohexan-1-one